2,6-DiMethylhydroquinone CC1=C(O)C(=CC(=C1)O)C